tert-butyl (4R)-3-(2-ethoxy-1-methyl-2-oxo-ethyl)-6-azaspiro[3.4]octane-6-carboxylate C(C)OC(C(C)C1CC[C@]12CN(CC2)C(=O)OC(C)(C)C)=O